4-{2-amino-4-[3-(6-cyclopropyl-8-fluoro-1-oxoisoquinolin-2(1H)-yl)-2-(hydroxymethyl)phenyl]-7H-pyrrolo[2,3-d]pyrimidin-6-yl}benzonitrile NC=1N=C(C2=C(N1)NC(=C2)C2=CC=C(C#N)C=C2)C2=C(C(=CC=C2)N2C(C1=C(C=C(C=C1C=C2)C2CC2)F)=O)CO